1-methyl-4-(5-((methylsulfonyl)oxy)pyrimidin-2-yl)-1H-pyrazole-5-carboxylic acid tert-butyl ester C(C)(C)(C)OC(=O)C1=C(C=NN1C)C1=NC=C(C=N1)OS(=O)(=O)C